FC(C=1C=C(C=C(C1)C(F)(F)F)C1=NN(C=N1)/C=C(/C(=O)N)\C1=C(C=NC=C1)F)(F)F (E)-3-(3-(3,5-bis-(trifluoromethyl)-phenyl)-1H-1,2,4-triazol-1-yl)-2-(3-fluoropyridin-4-yl)acrylamide